(E)-5-chloropent-3-en-2-one ClC/C=C/C(C)=O